Dimethyl-hydroxyethylammonium chloride [Cl-].C[NH+](CCO)C